(1-(3,6-Dimethoxypyridin-2-yl)butan-2-yl)carbamic acid tert-butyl ester C(C)(C)(C)OC(NC(CC1=NC(=CC=C1OC)OC)CC)=O